C(C)ONC(C1=CN=C(C=C1NC1=C(C(=CC=C1)C1=NC=C(C=N1)C)OC)NC1=NC(=NC=C1)C)=O N-ethoxy-4-((2-methoxy-3-(5-methylpyrimidine-2-yl)phenyl)amino)-6-((2-methylpyrimidin-4-yl)amino)nicotinamide